ClC=1C=C(C=CC1)[C@@H]1[C@H](C1)C(=O)NC1=NC=CC(=C1)NCC=1N=C2N(C=C(C=C2NC2COC2)C2CC2)C1 (1S,2S)-2-(3-chlorophenyl)-N-(4-(((6-cyclopropyl-8-(oxetan-3-ylamino)imidazo[1,2-a]pyridin-2-yl)methyl)amino)pyridin-2-yl)cyclopropane-1-carboxamide